O1C=C(C2=C1C=CC=C2)C[C@H](NC(=O)C2CC1(CC1(F)F)C2)B(O)O (R)-2-(benzofuran-3-yl)-1-(1,1-difluorospiro[2.3]hexane-5-carboxamido)ethylboronic acid